N-(4-cyano-2-fluoro-phenyl)-5-(2-fluoro-3-methoxy-phenyl)-1H-pyrrole-3-sulfonamide C(#N)C1=CC(=C(C=C1)NS(=O)(=O)C1=CNC(=C1)C1=C(C(=CC=C1)OC)F)F